6-(1-methyl-1H-pyrazol-4-yl)-3-(4-(5-((5-methylpyridin-2-yl)methyl)pyrimidin-2-yl)piperazin-1-yl)pyrazolo[1,5-a]pyridine CN1N=CC(=C1)C=1C=CC=2N(C1)N=CC2N2CCN(CC2)C2=NC=C(C=N2)CC2=NC=C(C=C2)C